COC(C(C)(C)C1=CC=CC=C1)=O Methyl-α,α-dimethylphenylacetate